4-(2-chlorodibenz[b,f][1,4]oxazepin-11-yl)piperazine ClC=1C=CC2=C(C(=NC3=C(O2)C=CC=C3)N3CCNCC3)C1